3-(METHYLAMINO)PROPIONIC ACID CNCCC(=O)O